(E)-(buta-1,3-dien-1-yloxy)(tert-butyl)dimethylsilane C(=C\C=C)/O[Si](C)(C)C(C)(C)C